S1C(=NC2=C1C=CC=C2)NC2=C(C=C(N=N2)N(C=2SC(=C(N2)C(=O)OCC)CCCOC2=C(C=C(C=C2)C#CCN(C)C)F)C)C2CC2 ethyl 2-({6-[(1,3-benzothiazol-2-yl) amino]-5-cyclopropylpyridazin-3-yl} (methyl) amino)-5-(3-{4-[3-(dimethylamino) prop-1-yn-1-yl]-2-fluorophenoxy} propyl)-1,3-thiazole-4-carboxylate